2-(4-pyridyl)piperazine N1=CC=C(C=C1)C1NCCNC1